C(C1=CC=CC=C1)(=O)O.N1N=NC2=C1C=CC=C2 benzotriazole (benzoate)